ClC1(C(C2CC=CC12)=O)Cl 7,7-dichlorobicyclo[3.2.0]hept-2-ene-6-one